3-amino-4-bromo-6-chloro-picolinic acid NC=1C(=NC(=CC1Br)Cl)C(=O)O